C(C)(C)C1=NC=CC(=C1N1C(N=C(C2=C1N=C(C(=C2)C#N)C2=C(C=CC=C2)OC)N2CCC1(CNC1)CC2)=O)C 1-(2-isopropyl-4-methylpyridin-3-yl)-7-(2-methoxyphenyl)-2-oxo-4-(2,7-diazaspiro[3.5]nonan-7-yl)-1,2-dihydropyrido[2,3-d]pyrimidine-6-carbonitrile